BrC1=C(C(=C2C(=NC(=NC2=C1F)OC[C@]12CCCN2C[C@@H](C1)F)O)OC[C@H](C=C)NC1CCC1)Cl 7-Bromo-6-chloro-5-(((S)-2-(cyclobutylamino)but-3-en-1-yl)oxy)-8-fluoro-2-(((2R,7aS)-2-fluorotetrahydro-1H-pyrrolizin-7a(5H)-yl)methoxy)quinazolin-4-ol